N-methyl-1,6-hexanedi-amine CNCCCCCCN